COC(=O)C1=CC=C(C=C1)[C@H]1N(CC12CCC2)C(=O)OC(C)(C)C |r| (±)-tert-butyl 1-(4-(methoxycarbonyl)phenyl)-2-azaspiro[3.3]heptane-2-carboxylate